NC1=NC=CC(=C1)B(O)O (2-Aminopyridin-4-yl)boronic acid